C[C@H](CC)N1N=CC(=C1)C1=C(C(=O)OC)C=C(C=C1)[N+](=O)[O-] Methyl 2-{1-[(2R)-butan-2-yl]-1H-pyrazol-4-yl}-5-nitrobenzoate